4-((4'-sulfamoyl-[1,1'-biphenyl]-4-yl)oxy)-1H-1,2,3-triazole S(N)(=O)(=O)C1=CC=C(C=C1)C1=CC=C(C=C1)OC=1N=NNC1